N1CC(C1)OC(NC=1N=CC2=C(C(=C(C=C2C1)C1=C(C2=C(OCCN2)N=C1)C)F)N)=O azetidin-3-yl(8-amino-7-fluoro-6-(8-methyl-2,3-dihydro-1H-pyrido[2,3-b][1,4]oxazin-7-yl)isoquinolin-3-yl)carbamate